FC(C1=CC=C(C=N1)SC1=CC=C(C=N1)CN)(F)F ((6-((6-(trifluoromethyl)pyridin-3-yl)thio)pyridin-3-yl)methyl)ammonia